C(CCC)[N+]1(CCCC1)C Butyl-1-methyl-1-pyrrolidinium